CN1N=NCN1 methyl-tetrazoline